NC1CC(C1)[C@H](C)NC=1C=C(C=C(C1C(F)(F)F)F)C1=NNC(O1)=O 5-[3-({(1S)-1-[(1S,3R)-3-aminocyclobutyl]ethyl}amino)-5-fluoro-4-(trifluoromethyl)phenyl]-1,3,4-oxadiazol-2(3H)-one